C(C)(C)(C)[Si](O[Sn](CCCC)(CCCC)CCCC)(C)C tert-butyldimethyl-(tributylstannoxy)silane